(dimethylphosphoryl)-2-methylquinolin CP(=O)(C)C=1C(=NC2=CC=CC=C2C1)C